4,4,5,5-tetramethyl-2-(3,3,5,5-tetramethylcyclohex-1-en-1-yl)-1,3,2-dioxaborolane CC1(OB(OC1(C)C)C1=CC(CC(C1)(C)C)(C)C)C